C(C)(C)(C)OC(=O)N1CC2(C1)OCC(C2)N2CCC(CC2)C.CC2CCN(CC2)C2COC1(CN(C1)C(=O)OC(C)(C)C)C2 tert-butyl 7-(4-methylpiperidin-1-yl)-5-oxa-2-azaspiro[3.4]octane-2-carboxylate tert-Butyl-7-(4-methylpiperidin-1-yl)-5-oxa-2-azaspiro[3.4]octane-2-carboxylate